2-(6-(5-chloro-1-((2-(4-methoxyphenyl)pyrimidin-5-yl)methyl)-1H-indazole-7-carboxamido)spiro[3.3]heptan-2-yl)acetic acid ClC=1C=C2C=NN(C2=C(C1)C(=O)NC1CC2(CC(C2)CC(=O)O)C1)CC=1C=NC(=NC1)C1=CC=C(C=C1)OC